C(#N)C=1C=CC2=CN(N=C2C1OC1CN(C1)CC(=O)OCC)CC1=C2C=CNC2=C(C=C1OC)C ethyl 2-(3-((6-cyano-2-((5-methoxy-7-methyl-1H-indol-4-yl)methyl)-2H-indazol-7-yl)oxy)azetidin-1-yl)acetate